C(C)(C)(C)C=1C=C2C3=CC=CC4=C(C=CC(C=5C=C(C=C(C1)C25)C(C)(C)C)=C43)/C=C/C(=O)OC(C)(C)C tert-butyl ((E)-3-(8,11-di-tert-butylperylene-3-yl) acrylate)